N-2-hydroxydodecyl-N-methyltaurat OC(CN(CCS(=O)(=O)[O-])C)CCCCCCCCCC